2-(2-(cyclopropanesulfonamido)thiazol-4-yl)-2-methyl-N-(5-(6-(2,2,2-trifluoroethoxy)pyrazin-2-yl)pyridin-2-yl)propanamide C1(CC1)S(=O)(=O)NC=1SC=C(N1)C(C(=O)NC1=NC=C(C=C1)C1=NC(=CN=C1)OCC(F)(F)F)(C)C